ClC1=CC=C(C(=O)C2=C(C(=O)OC)C=C(C=C2F)[C@](CC)(C2CCOCC2)O)C=C1 Methyl (S)-2-(4-chlorobenzoyl)-3-fluoro-5-(1-hydroxy-1-(tetrahydro-2H-pyran-4-yl)propyl)benzoate